ethyl-1-(3-chloropyridin-2-yl)-3-(p-toluenesulfonyloxy)-4,5-dihydro-1H-pyrazole-5-carboxylate C(C)OC(=O)C1CC(=NN1C1=NC=CC=C1Cl)OS(=O)(=O)C1=CC=C(C)C=C1